C(=O)(O)C1=CC=CC=2NN=NC21 4-Carboxy-1H-benzotriazole